1-octadecyl-2-propionyl-sn-glycero-3-phosphocholine C(CCCCCCCCCCCCCCCCC)OC[C@@H](OC(CC)=O)COP(=O)([O-])OCC[N+](C)(C)C